C1(CC1)C1=C(C(=O)NC(C)C)C=C(C=C1NC1=C(C=C(C=C1)C(N=C1NCCN1)=O)C1CC1)F 2-cyclopropyl-3-[(2-cyclopropyl-4-{[imidazolidin-2-ylidene]carbamoyl}phenyl)amino]-5-fluoro-N-(propan-2-yl)benzamide